2,6-bis(benzhydryl)-4-tert-butyl-aniline C(C1=CC=CC=C1)(C1=CC=CC=C1)C1=C(N)C(=CC(=C1)C(C)(C)C)C(C1=CC=CC=C1)C1=CC=CC=C1